1,8-Dichloro-2-mesitylnaphthalene ClC1=C(C=CC2=CC=CC(=C12)Cl)C1=C(C=C(C=C1C)C)C